ClC1=C(C(=CC=C1)Cl)N1N=C(C(=C1)NC1=CC=C(C=C1)N1N=CN=C1CCOC)C(=O)N 1-(2,6-dichlorophenyl)-4-((4-(5-(2-methoxyethyl)-1H-1,2,4-triazol-1-yl)phenyl)amino)-1H-pyrazole-3-carboxamide